C1(CCC1)N1CCC2(C(N(C(N2CCN2CCOCC2)=O)CC2=NC(=NO2)C2=CC(=C(C=C2)OC2=C(C=CC=C2)S(=O)(=O)C)C(F)(F)F)=O)CC1 8-cyclobutyl-3-((3-(4-(2-(methylsulfonyl)phenoxy)-3-(trifluoromethyl)phenyl)-1,2,4-oxadiazol-5-yl)methyl)-1-(2-morpholinoethyl)-1,3,8-triazaspiro[4.5]Decane-2,4-dione